C(C)P(=O)(CC)C1=CC=C(C(=N1)OC)NC1=NNC2=CC(=CC=C12)[C@@H]1C[C@@]12C(NC1=CC=C(C=C21)OC)=O (1R,2S)-2-(3-{[6-(diethylphosphoryl)-2-methoxypyridin-3-yl]amino}-1H-indazol-6-yl)-5'-methoxyspiro[cyclopropane-1,3'-indol]-2'(1H)-one